[Br-].FC(C=1C=C(C=C(C1)C(F)(F)F)C(C[N+]1=CC=CC2=CC(=CC=C12)C)=O)(F)F 1-(2-(3,5-Bis(trifluoromethyl)phenyl)-2-oxoethyl)-6-methylquinolin-1-ium bromide